(Z)-4-(((1R,3S)-3-aminocyclopentyl)amino)-N'-(2-chlorophenyl)-6-(4-methoxy-2-methyl-phenyl)pyrrolo[1,2-b]pyridazine-3-carboximidamide N[C@@H]1C[C@@H](CC1)NC=1C=2N(N=CC1/C(/N)=N/C1=C(C=CC=C1)Cl)C=C(C2)C2=C(C=C(C=C2)OC)C